C(C)(C)(C)OC(NCC1(CN(CC1)C(NC1=CC=C(C=C1)C(F)(F)F)=O)C)=O.C(C=C)(=O)N1C(CCCC1)=O acryloyl-piperidin-2-one tert-Butyl-N-[(3-methyl-1-{[4-(trifluoromethyl)phenyl]carbamoyl}pyrrolidin-3-yl)methyl]carbamate